3-(4,4-difluorocyclohexyl)-3-(4-(4,4,5,5-tetra-methyl-1,3,2-dioxaborolan-2-yl)phenyl)-7-(trifluoromethyl)indolin-2-one FC1(CCC(CC1)C1(C(NC2=C(C=CC=C12)C(F)(F)F)=O)C1=CC=C(C=C1)B1OC(C(O1)(C)C)(C)C)F